2-((5-(7-((2-cyano-4-methyl-1H-indol-5-yl)methyl-d)-2,7-diazaspiro[3.5]nonan-2-yl)-1,2,4-triazin-6-yl)oxy)-N-ethyl-5-fluoro-N-isopropylbenzamide C(#N)C=1NC2=CC=C(C(=C2C1)C)C(N1CCC2(CN(C2)C=2N=CN=NC2OC2=C(C(=O)N(C(C)C)CC)C=C(C=C2)F)CC1)[2H]